(3-allyloxy-3-oxopropyl)-malonic acid methyl ester tert-butyl ester C(C)(C)(C)OC(C(C(=O)OC)CCC(=O)OCC=C)=O